(S)-6-([1,2,4]triazolo[4,3-b]pyridazin-7-yloxy)-N-(5-(tert-butyl)-1-(tetrahydrofuran-3-yl)-1H-pyrazol-3-yl)-7-chloro-1-methyl-1H-imidazo[4,5-b]pyridin-2-amine N=1N=CN2N=CC(=CC21)OC=2C(=C1C(=NC2)N=C(N1C)NC1=NN(C(=C1)C(C)(C)C)[C@@H]1COCC1)Cl